Cl.C(C)(C)(C)C1=NC(=NO1)C(=O)N[C@@H]1CCCCC2=C1C=CC(=C2F)C2=NC=NN1C2=CC=C1 (R)-5-(tert-butyl)-N-(1-fluoro-2-(pyrrolo[2,1-f][1,2,4]triazin-4-yl)-6,7,8,9-tetrahydro-5H-benzo[7]annulen-5-yl)-1,2,4-oxadiazole-3-carboxamide hydrochloride